aminopropyl-silane NCCC[SiH3]